2-phenyl-1-(spiro[3.3]heptan-2-yl)ethyl ((2-(2,6-dioxopiperidin-3-yl)-3-oxoisoindolin-5-yl)methyl)carbamate O=C1NC(CCC1N1CC2=CC=C(C=C2C1=O)CNC(OC(CC1=CC=CC=C1)C1CC2(C1)CCC2)=O)=O